N-(4-fluorophenyl)-4-methylpiperidine-4-carboxylic acid oxime FC1=CC=C(C=C1)N1CCC(CC1)(C(O)=NO)C